NCCCNCC[Si](OC)(OC)OC N-(gamma-aminopropyl)-beta-aminoethyltrimethoxysilane